CC1(OCC(CO1)C1NCCC=2C3=CC=CC=C3NC12)C (3S)-1-(2,2-dimethyl-1,3-dioxane-5-yl)-1,2,3,4-tetrahydro-beta-carbolin